4-ethyl-2-(2-methylallyl)-2,3,4,6,7,8-hexahydro-5H-chromen-5-one C(C)C1CC(OC=2CCCC(C12)=O)CC(=C)C